2-(4-(1-(4-((5-cyclopropyl-1H-pyrazol-3-yl)amino)quinazolin-2-yl)-1,2,3,6-tetrahydropyridin-4-yl)-2-fluorophenyl)acetonitrile C1(CC1)C1=CC(=NN1)NC1=NC(=NC2=CC=CC=C12)N1CCC(=CC1)C1=CC(=C(C=C1)CC#N)F